2-hydroxy-(2,4-dichlorophenylmethyl) acrylate C(C=C)(=O)OCC1C(C=C(C=C1)Cl)(Cl)O